((6-fluoropyridin-2-yl)amino)-2-((2-(methyl-sulfonamido)phenyl)amino)nicotinamide FC1=CC=CC(=N1)NC1=NC(=C(C(=O)N)C=C1)NC1=C(C=CC=C1)NS(=O)(=O)C